C(C)(C)(C)OC(=O)N1CCC2(CC1)CC=1C=NC=CC1O2 3H-spiro[furo[3,2-c]pyridine-2,4'-piperidine]-1'-carboxylic acid tert-butyl ester